ethyl(methyl)(((6-(5-(trifluoromethyl)-1,2,4-oxadiazol-3-yl)imidazo[1,2-a]pyridin-2-yl)methyl)imino)-λ6-sulfanone C(C)S(=O)(=NCC=1N=C2N(C=C(C=C2)C2=NOC(=N2)C(F)(F)F)C1)C